ClC1=CC=C(C=C1)C=1C=2C(=C(SC2N2C(=NN=C2[C@@H](N1)CC(=O)NCCCNC(OC1CC\C=C\CCC1)=O)C)C)C (4E)-Cyclooct-4-en-1-yl N-(3-{2-[(9S)-7-(4-chlorophenyl)-4,5,13-trimethyl-3-thia-1,8,11,12-tetraazatricyclo[8.3.0.02,6]trideca-2(6),4,7,10,12-pentaen-9-yl]acetamido}propyl)carbamate